NC1=NOC2=C1C=C(C=C2)C2=CC=CC=1N2N=CC1C(=O)N1CCCCC1 [7-(3-amino-1,2-benzoxazol-5-yl)pyrazolo[1,5-a]pyridin-3-yl]-(1-piperidyl)methanone